2-(6-amino-1-cyclobutyl-1,3-benzodiazol-2-yl)-6-(1,3-benzoxazol-2-yl)-5-methoxy-3-methylpyrimidin-4-one NC=1C=CC2=C(N(C(=N2)C2=NC(=C(C(N2C)=O)OC)C=2OC3=C(N2)C=CC=C3)C3CCC3)C1